CC1=CC=C(C=C1)SC1=CC=C(C(=O)C2=CC=CC=C2)C=C1 4-[(4-methylphenyl)thio]benzophenone